CN(C1=NNC(=C1)C1=C(C=CC=C1)NC(C1=CC=C(C=C1)OCCN1CCCCC1)=O)C N-(2-(3-(dimethylamino)-1H-pyrazol-5-yl)phenyl)-4-(2-(piperidin-1-yl)ethoxy)benzamide